N1N=CC=2C=NC=3C=CC(=CC3C21)C(=O)N 1H-pyrazolo-[4,3-c]quinoline-8-carboxamide